Tert-Butyl (2R-5S)-4-(5-bromo-7H-pyrrolo[2,3-d]pyrimidin-4-yl)-2,5-dimethylpiperazine-1-carboxylate BrC1=CNC=2N=CN=C(C21)N2C[C@H](N(C[C@@H]2C)C(=O)OC(C)(C)C)C